3,5-diisopropylbenzeneboronic acid C(C)(C)C=1C=C(C=C(C1)C(C)C)B(O)O